tricosyl acrylate C(C=C)(=O)OCCCCCCCCCCCCCCCCCCCCCCC